(2R,4R)-4-((6-((1-(tert-Butoxycarbonyl)-5-methyl-1H-pyrazol-3-yl)amino)-3-fluoropyridin-2-yl)methyl)-2-methyl-1-(2-(trifluoromethyl)benzoyl)piperidine-4-carboxylic acid methyl ester COC(=O)[C@]1(C[C@H](N(CC1)C(C1=C(C=CC=C1)C(F)(F)F)=O)C)CC1=NC(=CC=C1F)NC1=NN(C(=C1)C)C(=O)OC(C)(C)C